(S)-3-(3-chloro-4-fluorophenyl)-1-(1-(8-fluoro-2-methyl-1-oxo-1,2-dihydroisoquinolin-4-yl)ethyl)-1-methylurea ClC=1C=C(C=CC1F)NC(N(C)[C@@H](C)C1=CN(C(C2=C(C=CC=C12)F)=O)C)=O